[Si](C)(C)(C(C)(C)C)OCC1C(=C(C(O1)=O)C)C1=C(C(=C(C=C1)F)F)OC 5-(((tert-butyldimethylsilyl)oxy)methyl)-4-(3,4-difluoro-2-methoxyphenyl)-3-methylfuran-2(5H)-one